(+/-)-trans-3-((5-fluoro-2-(5-fluoro-2-(4-fluorophenyl)-1H-pyrrolo[2,3-b]pyridin-3-yl)pyrimidin-4-yl)amino)bicyclo[2.2.2]octane-2-carboxylic acid FC=1C(=NC(=NC1)C1=C(NC2=NC=C(C=C21)F)C2=CC=C(C=C2)F)NC2C(C1CCC2CC1)C(=O)O